Methyl ((2-(6-hydroxyhexyl)-6-methylpyridin-3-yl)sulfonyl)-L-prolinate OCCCCCCC1=NC(=CC=C1S(=O)(=O)N1[C@@H](CCC1)C(=O)OC)C